N1C=NC=C1CN1CCC(CC1)C=1C=C2C(=C(NC2=CC1)C1=CC(=NC=C1)C)C(C)C 5-(1-((1H-imidazol-5-yl)methyl)piperidin-4-yl)-3-isopropyl-2-(2-methylpyridin-4-yl)-1H-indole